(5R)-3-[3-fluoro-4-(4-morpholinyl)phenyl]-5-hydroxymethyl-2-oxazolidinone FC=1C=C(C=CC1N1CCOCC1)N1C(O[C@H](C1)CO)=O